C(C)(C)(C)OC(=O)N[C@H](C(=O)O)COC1=C(C(=CC(=C1)F)F)[N+](=O)[O-] (S)-2-(tert-butoxycarbonylamino)-3-(3,5-difluoro-2-nitrophenoxy)propionic acid